tetramethyl-1,4,5,8-naphthalenetetracarboxylic acid CC=1C(=C(C=2C(=C(C(=C(C2C1C(=O)O)C(=O)O)C)C)C(=O)O)C(=O)O)C